FC(C1=CC=C(C=C1)C=CC(=O)NC1=C(C(=NN1)C1=CC=NC=C1)C)F 3-(4-(difluoromethyl)phenyl)-N-(4-methyl-3-(pyridin-4-yl)-1H-pyrazol-5-yl)propenamide